2-(4-(6-fluorohexyl)-2,5-dimethoxyphenyl)ethylamine FCCCCCCC1=CC(=C(C=C1OC)CCN)OC